ethyl 4-fluoro-3-oxoquinuclidine-2-carboxylate FC12C(C(N(CC1)CC2)C(=O)OCC)=O